C(CCCCCCCCCCCCCCCCC)(=O)O.CC(=O)[C@H](O)[C@@H](O)[C@H](O)[C@H](O)CO.C(CCCCCCCCCCCCCCCCC)(=O)O.C(CCCCCCCCCCCCCCCCC)(=O)O.CC(=O)[C@H](O)[C@@H](O)[C@H](O)[C@H](O)CO Methylglucose sesquistearat